C(#N)C1=CC=C(\C=C/2\C(=C(C(O2)=O)C2=CC=CC=C2)C2=CC=C(C=C2)S(=O)(=O)C)C=C1 (5Z)-5-(4-cyanobenzylidene)-4-(4-(methylsulfonyl)phenyl)-3-phenylfuran-2(5H)-one